(±)-tert-butyl N-[3-[(4,5-dichloro-1-methyl-indole-2-carbonyl)amino]-3-phenyl-propyl]carbamate ClC1=C2C=C(N(C2=CC=C1Cl)C)C(=O)N[C@H](CCNC(OC(C)(C)C)=O)C1=CC=CC=C1 |r|